C(C)(=O)OC=1C(=NC=CC1OC)C(=O)N[C@H](C(=O)O[C@H]([C@@H](C)C1=C(C=C(C=C1C)F)C)C)C [(1S,2S)-2-(4-fluoro-2,6-dimethyl-phenyl)-1-methyl-propyl] (2S)-2-[(3-acetoxy-4-methoxy-pyridine-2-carbonyl)-amino]propanoate